1-(4-benzyloxy-2-hydroxy-3-methylphenyl)ethanone C(C1=CC=CC=C1)OC1=C(C(=C(C=C1)C(C)=O)O)C